OC=1C=C(C=CC1O)CCCC(=O)O 3,4-dihydroxybenzenebutyric acid